IC(=O)[Co+2](C1(C(=C(C(=C1C)C)C)C)C)C(=O)I diiodocarbonyl-(pentamethylcyclopentadienyl)cobalt (III)